2-[(2-hydroxyphenyl)carbonyloxy]benzoic acid OC1=C(C=CC=C1)C(=O)OC1=C(C(=O)O)C=CC=C1